The molecule is an organic disulfide where the alkyl groups specified are propyl. It is a component of the essential oils obtained from Allium. It has a role as a plant metabolite. CCCSSCCC